3'-(4-methylpiperidin-1-carbonyl)-[1,1'-biphenyl]-3-carboxamide CC1CCN(CC1)C(=O)C=1C=C(C=CC1)C1=CC(=CC=C1)C(=O)N